N-[(1S)-1-(2,4-Difluorophenyl)ethyl]-2-(4-methyl-2-oxo-1,4-dihydroquinazolin-3-yl)acetamide FC1=C(C=CC(=C1)F)[C@H](C)NC(CN1C(NC2=CC=CC=C2C1C)=O)=O